3-((R)-3-(4-(tert-butoxycarbonyl)piperidin-1-yl)-1-((S)-7-(tert-butyl)-5,6,7,8-tetrahydrothiazolo[5,4-b]quinoline-2-carboxamido)propyl)benzoic acid C(C)(C)(C)OC(=O)C1CCN(CC1)CC[C@@H](NC(=O)C=1SC2=NC=3CC[C@@H](CC3C=C2N1)C(C)(C)C)C=1C=C(C(=O)O)C=CC1